Cl.C[C@@H]1N(CCNC1)C=1C2=C(N=CN1)N(CC21CCC1)C=1C=C(C#N)C=CN1 (S)-2-(4'-(2-methylpiperazin-1-yl)spiro[cyclobutane-1,5'-pyrrolo[2,3-d]pyrimidin]-7'(6'H)-yl)isonicotinonitrile hydrochloride